(S)-N-(4-cyclobutyl-1-methyl-3-phenyl-1H-pyrazol-5-yl)-2-(2,2,3,3-tetrafluorocyclobutyl)acetamide C1(CCC1)C=1C(=NN(C1NC(C[C@@H]1C(C(C1)(F)F)(F)F)=O)C)C1=CC=CC=C1